hydroxy-p-chlorobenzylphosphonate OC(C1=CC=C(C=C1)Cl)P([O-])([O-])=O